C(N)(OC(CC[C@H]1N(CC(CC1)(F)F)C(=O)C1=NC(=CC=C1C)NC1=NC=CC(=C1)OCC)(C)C)=O (R)-((1-(6-((4-ethoxypyridin-2-yl)amino)-3-methylpyridine-2-carbonyl)-5,5-difluoropiperidin-2-yl)methyl)t-butyl carbamate